FC=1C=C(C=CC1OB(O)O)C1=CC=C(C=C1)CCC (3-fluoro-4'-propyl-[1,1'-biphenyl]-4-yl)boric acid